[Si]=S.[Zr] Zirconium silicon sulfide